(2,3-dimethylphenyl)methanamine CC1=C(C=CC=C1C)CN